4-caproyl-cytidine triphosphate P(O)(=O)(OP(=O)(O)OP(=O)(O)O)OC[C@@H]1[C@H]([C@H]([C@@H](O1)N1C(=O)NC(N)(C=C1)C(CCCCC)=O)O)O